13-octadecatrienal C=CC=CC=CCCCCCCC(CCCCC)=O